BrC1=C2C(=NNC2=CC(=C1[C@@H]1[C@@H](C1)C)C)I 4-bromo-3-iodo-6-methyl-5-((1S,2R)-2-methylcyclopropyl)-1H-indazole